CN1N=CC(=C1)C=1C=CC=2N(C1)N=CC2C(=O)N2[C@H](C1=C(CC2)NC=N1)C1=NN2C(C(=CC=C2)C)=C1 (R)-(6-(1-methyl-1H-pyrazol-4-yl)pyrazolo[1,5-a]pyridin-3-yl)(4-(4-methylpyrazolo[1,5-a]pyridin-2-yl)-6,7-dihydro-1H-imidazo[4,5-c]pyridin-5(4H)-yl)methanone